1-[(8aS)-6-chloro-4-fluoro-5-(2-hydroxy-6-methylphenyl)-8a,9,11,12-tetrahydropyrazino[2',1':3,4][1,4]oxazepino[5,6,7-de]quinazolin-10(8H)-yl]prop-2-en-1-one ClC1=C2C3=C(N=CN=C3C(=C1C1=C(C=CC=C1C)O)F)N1[C@H](CO2)CN(CC1)C(C=C)=O